C1(=CC=CC2=CC=CC=C12)CN Naphthalenmethylamine